tert-butyl 3-(3-formylphenyl)-5-(4,4,5,5-tetramethyl-1,3,2-dioxaborolan-2-yl)indazole-1-carboxylate C(=O)C=1C=C(C=CC1)C1=NN(C2=CC=C(C=C12)B1OC(C(O1)(C)C)(C)C)C(=O)OC(C)(C)C